(1R,2S)-N-((S)-2-(dimethylamino)-3-(4-hydroxyphenyl)propyl)-2-methyl-2-phenylcyclopropane-1-carboxamide CN([C@H](CNC(=O)[C@H]1[C@](C1)(C1=CC=CC=C1)C)CC1=CC=C(C=C1)O)C